COC1=NN(C=C1C(CCCNC(OC(C)(C)C)=O)=O)C tert-butyl [4-(3-methoxy-1-methyl-1H-pyrazol-4-yl)-4-oxobutyl]carbamate